FC=1C=CC2=C(C(=C(O2)[C@@H](C(C)C)NC(=O)NC2=CC=C(C=C2)S(=O)(=O)C)C)C1 |r| rac-1-(1-(5-fluoro-3-methylbenzofuran-2-yl)-2-methylpropyl)-3-(4-(methylsulfonyl)phenyl)urea